Methyl (1S,2R,3S)-3-[(4-chlorophenyl)methyl]-2-hydroxy-1-methyl-2-(1H-1,2,4-triazol-1-ylmethyl)cyclopentanecarboxylate ClC1=CC=C(C=C1)C[C@H]1[C@@]([C@](CC1)(C(=O)OC)C)(CN1N=CN=C1)O